FC1=CC(=C(N)C=C1[N+](=O)[O-])C 4-fluoro-2-methyl-5-nitroaniline